ClC1=CC(=C(N=N1)C=1C(NC(NC1)=O)=O)N1N=CC=C1 5-(6-chloro-4-(1H-pyrazol-1-yl)pyridazin-3-yl)pyrimidine-2,4(1H,3H)-dione